O1CCOC12CC=C(CC2)C=2C=C(SC2)CC(CC2(CCOC1(CCCC1)C2)C2=NC=CC=C2)N ((4-(1,4-dioxaspiro[4.5]dec-7-en-8-yl)thiophen-2-yl)methyl)-2-(9-(pyridin-2-yl)-6-oxaspiro[4.5]dec-9-yl)ethanamine